ClC=1C=C(C#N)C=C(C1)OC1=C(N=CN(C1=O)CC=1C(=NC(=NC1)C1=C2C(=NC=C1)NC=C2)OC)C(F)(F)F 3-chloro-5-((1-((4-methoxy-2-(1H-pyrrolo[2,3-b]pyridine-4-yl)pyrimidin-5-yl)methyl)-6-oxo-4-(trifluoromethyl)-1,6-dihydropyrimidin-5-yl)oxy)benzonitrile